O=C(CCCCCCCCCC(=O)N)C 11-oxododecanamide